3,6-bis-2-pyridinyl-1,2,4,5-tetrazine N1=C(C=CC=C1)C=1N=NC(=NN1)C1=NC=CC=C1